ClC=1C(=NC=C(C1)C(F)(F)F)C(=O)NC(NC1=C(C=C(C=C1C(C)C)Cl)Cl)=S 3-chloro-N-((2,4-dichloro-6-(isopropyl)phenyl)thiocarbamoyl)-5-(trifluoromethyl)picolinamide